[4-[(E)-cinnamyl]piperazin-1-yl]-(4-ethoxy-phenyl)methanone C(\C=C\C1=CC=CC=C1)N1CCN(CC1)C(=O)C1=CC=C(C=C1)OCC